2-((4-bromothiophen-2-yl)methylene)-6-hydroxy-2,3-dihydro-1H-inden-1-one BrC=1C=C(SC1)C=C1C(C2=CC(=CC=C2C1)O)=O